1-(4-(3,4-dichlorophenyl)-5-(isopropylthio)thiazol-2-yl)-3-methyl-4-(pyrazolo[1,5-a]pyrimidin-3-yl)-1H-pyrazole-5-carboxylic acid ClC=1C=C(C=CC1Cl)C=1N=C(SC1SC(C)C)N1N=C(C(=C1C(=O)O)C=1C=NN2C1N=CC=C2)C